ClC1=C(NC2=NC=NC3=CC=C4C(=C23)SC(=N4)C(OC)=N)C=CC(=C1)Cl Methyl 9-(2,4-dichloroanilino)-[1,3]thiazolo[5,4-f]quinazoline-2-carboximidate